C1(=CC=C(C=C1)/C(/C#N)=C/C1=CC=C(C=C1)C)/C(/C#N)=C/C1=CC=C(C=C1)C (2z,2'z)-2,2'-(1,4-phenylene)bis(3-(p-tolyl)acrylonitrile)